6-bromo-7-fluoro-2-[4-[6-oxo-5-(trifluoromethyl)-1-(2-trimethylsilylethoxymethyl)pyridazin-4-yl]oxypentyl]isoquinolin-1-one BrC=1C=C2C=CN(C(C2=CC1F)=O)CCCC(C)OC=1C=NN(C(C1C(F)(F)F)=O)COCC[Si](C)(C)C